4-(3-hydroxyphenyl)piperidine OC=1C=C(C=CC1)C1CCNCC1